C(C)OC(=O)C=1C=CC=C2C=CC=C(C12)C12C3C=CC(C2C2CCC1C2)C3 8-ethoxycarbonylnaphthyl-tetracyclo[4.4.0.12,5.17,10]-3-dodecene